N1N=CC2=CC(=CC=C12)C=1C=NC=2N(C=3N=CC(=CC3OC2C1)C=1C=C2C=NNC2=CC1)CCCCCN1CC2(COC2)C1 6,12-bis-(1H-indazol-5-yl)-2-(5-{2-oxa-6-azaspiro[3.3]heptan-6-yl}pentyl)-9-oxa-2,4,14-triazatricyclo[8.4.0.0^{3,8}]tetradeca-1(10),3(8),4,6,11,13-hexaene